C(C)N1N=CC=C1C(=O)N[C@@H]([C@@H](CC)C1=CC=C(C=C1)F)C=1N=C2N(N=C(C=C2)C[C@@H]2C(NC[C@@H](C2)C(F)(F)F)=O)C1 1-Ethyl-N-((1S,2S)-2-(4-fluorophenyl)-1-(6-(((3R,5R)-2-oxo-5-(trifluoromethyl)piperidin-3-yl)methyl)imidazo[1,2-b]pyridazin-2-yl)butyl)-1H-pyrazole-5-carboxamide